3-butyl-4-hydroxy-N-[7-methoxy-4-(1-methyl-1H-pyrazol-4-yl)-1H-1,3-benzodiazol-2-yl]piperidine-1-carboxamide C(CCC)C1CN(CCC1O)C(=O)NC1=NC2=C(N1)C(=CC=C2C=2C=NN(C2)C)OC